(2R,4S)-N-((S)-1-((4-carbamimidoylbenzyl)amino)-1-oxopropan-2-yl)-4-(4-(pyridin-3-yl)phenyl)piperidine-2-carboxamide bistrifluoroacetate FC(C(=O)O)(F)F.FC(C(=O)O)(F)F.C(N)(=N)C1=CC=C(CNC([C@H](C)NC(=O)[C@@H]2NCC[C@@H](C2)C2=CC=C(C=C2)C=2C=NC=CC2)=O)C=C1